Cl.C(=CC)N (propenyl-amine) hydrochloride